ClC=1C=C(C=CC1)C1=NC(=NC(=N1)C1=CC2=CC=CC=C2C=C1)C1=CC=CC=C1 2-(3-chlorophenyl)-4-(naphthalene-2-yl)-6-phenyl-1,3,5-triazine